1-pentadecyl-4-methylpyridinium C(CCCCCCCCCCCCCC)[N+]1=CC=C(C=C1)C